BrC1=CC=C(S1)C(=O)OCC Ethyl 5-bromothiophene-2-carboxylate